3-(3-amino-4-(2-aminopyrazolo[1,5-a]pyrimidin-3-yl)-4-oxobutan-2-yl)-8-((1-methyl-1H-pyrazol-4-yl)ethynyl)-2-phenylisoquinolin-1(2H)-one NC(C(C)C=1N(C(C2=C(C=CC=C2C1)C#CC=1C=NN(C1)C)=O)C1=CC=CC=C1)C(=O)C=1C(=NN2C1N=CC=C2)N